COC(=O)C1=NC=CC(=N1)O[C@@H]1C[C@@H](N(CC1)C(=O)OC(C)(C)C)C (((2S,4S)-1-(tert-Butoxycarbonyl)-2-methylpiperidin-4-yl)oxy)pyrimidine-2-carboxylic acid methyl ester